tetra-tert-butyl 2,2',2'',2'''-(2-(4-(7-(benzyloxy)-7-oxohept-1-en-1-yl)benzyl)-1,4,7,10-tetraazacyclododecane-1,4,7,10-tetrayl)tetraacetate C(C1=CC=CC=C1)OC(CCCCC=CC1=CC=C(CC2N(CCN(CCN(CCN(C2)CC(=O)OC(C)(C)C)CC(=O)OC(C)(C)C)CC(=O)OC(C)(C)C)CC(=O)OC(C)(C)C)C=C1)=O